1-(tert-butyl)-3-methylpiperidin-4-one C(C)(C)(C)N1CC(C(CC1)=O)C